2-(tert-butyl)-5-(2-chloropyrimidin-4-yl)-4-(2-fluoro-3-iodophenyl)thiazole C(C)(C)(C)C=1SC(=C(N1)C1=C(C(=CC=C1)I)F)C1=NC(=NC=C1)Cl